N[C@H]([C@H](OC=1C=C2C=NN(C2=CC1)C=1C=CC(N(C1)C)=O)C1=CC=CC=C1)C(C)C 5-(5-((1R,2S)-2-amino-3-methyl-1-phenylbutoxy)-1H-indazol-1-yl)-1-methylpyridin-2(1H)-one